BrC1=CC=C2C(=NC=NC2=C1)N1CC(CC1C1=CC=CC=C1)O 1-(7-bromoquinazolin-4-yl)-5-phenylpyrrolidin-3-ol